3-(pyridin-3-ylmethyl)-1-[4-(pyrimidine-5-sulfonyl)phenyl]urea N1=CC(=CC=C1)CNC(NC1=CC=C(C=C1)S(=O)(=O)C=1C=NC=NC1)=O